ClC=1C(=NC(=C(N1)C1=CC=CC=C1)C1=CC=CC=C1)C=1C=C(C=CC1)C1=NC(=CC(=N1)C1=CC=CC=C1)C1=CC=CC=C1 2-(3-(3-chloro-5,6-diphenylpyrazin-2-yl)phenyl)-4,6-diphenylpyrimidine